C(=O)[O-].C[NH+]1CCOCC1 N-methylmorpholinium formate